3-(4-chloro-3,5-dimethyl-pyrazol-1-yl)-N-tetralin-6-yl-benzamide ClC=1C(=NN(C1C)C=1C=C(C(=O)NC=2C=C3CCCCC3=CC2)C=CC1)C